2-((4-chloro-5-fluoro-2-(2-methoxy-7-methylquinoxalin-5-yl)benzo[d]thiazol-6-yl)oxy)ethyl (5-fluoropyridin-3-yl)carbamate FC=1C=C(C=NC1)NC(OCCOC1=CC2=C(N=C(S2)C2=C3N=CC(=NC3=CC(=C2)C)OC)C(=C1F)Cl)=O